N1(CCNCC1)C(=O)C=1C=CC=2N(C1)C=C(N2)C(=O)N 6-(piperazine-1-carbonyl)imidazo[1,2-a]pyridine-2-carboxamide